N-{[5-chloro-6-(2-methyl-5-pyrimidinyl)-2-indolyl]methyl}acetamide ClC=1C=C2C=C(NC2=CC1C=1C=NC(=NC1)C)CNC(C)=O